BrC=1C=C2C(=NNC2=CC1Cl)C=O 5-bromo-6-chloro-1H-indazole-3-carbaldehyde